C1(CC1)COC=1C(=C2C=CN=C(C2=CC1)NC=1C=NC(=NC1)C)F 6-(cyclopropylmethoxy)-5-fluoro-N-(2-methylpyrimidin-5-yl)isoquinolin-1-amine